N-(4-(5-Benzamido-1-methyl-1H-pyrazol-3-yl)phenyl)-4-(4-(prop-2-yn-1-yloxy)benzoyl)benzamide C(C1=CC=CC=C1)(=O)NC1=CC(=NN1C)C1=CC=C(C=C1)NC(C1=CC=C(C=C1)C(C1=CC=C(C=C1)OCC#C)=O)=O